C(C)(C)(C)OC(NN1CCC(C1)C(N(C)OC)=O)=O {4-[methoxy(methyl)carbamoyl]pyrrolidin-1-yl}carbamic acid tert-butyl ester